O-toluene isocyanate CC1=CC=CC=C1N=C=O